(E)-1-(4-chlorophenyl)-N-(2-(3-(hydroxyamino)-3-oxoprop-1-en-1-yl)phenyl)-5-(trifluoromethyl)-1H-pyrazole-4-carboxamide ClC1=CC=C(C=C1)N1N=CC(=C1C(F)(F)F)C(=O)NC1=C(C=CC=C1)\C=C\C(=O)NO